NC1=C2C(=NC=N1)N(N=C2C2=CC=1C(=NC=CC1)N2)C2CC(CC2)O 3-[4-Amino-3-(1H-pyrrolo[2,3-b]pyridin-2-yl)pyrazolo[3,4-d]pyrimidin-1-yl]cyclopentanol